C(C)(C)C1=C(C(=CC(=C1)C)C(C)C)O 2,6-di-isopropyl-4-methyl-phenol